2-ethyl-N-[7-methyl-6-[4-(3-methyltetrahydrofuran-3-yl)piperazin-4-ium-1-yl]-3-isoquinolyl]-3-(1-methylpyrazol-4-yl)cyclopropanecarboxamide C(C)C1C(C1C=1C=NN(C1)C)C(=O)NC=1N=CC2=CC(=C(C=C2C1)N1CC[NH+](CC1)C1(COCC1)C)C